CC1=C(C=CC=C1C)C1=C(C(=NC2=CC(=CN=C12)C1=C(N=CS1)C)O)C#N 4-(2,3-dimethylphenyl)-2-hydroxy-7-(4-methylthiazol-5-yl)-1,5-naphthyridine-3-carbonitrile